NC=1C=C(C=CC1O)C(C)(C)C1=CC(=C(C=C1)O)N L-2,2-bis(3-amino-4-hydroxyphenyl)propane